tert-butyl (S)-4-(7-(8-chloronaphthalen-1-yl)-2-(((2R,7aS)-2-fluorotetrahydro-1H-pyrrolizin-7a(5H)-yl)methoxy)-1,5-naphthyridin-4-yl)-2-(cyanomethyl)piperazine-1-carboxylate ClC=1C=CC=C2C=CC=C(C12)C1=CN=C2C(=CC(=NC2=C1)OC[C@]12CCCN2C[C@@H](C1)F)N1C[C@@H](N(CC1)C(=O)OC(C)(C)C)CC#N